3-(6-(2-(3-methylbenzylidene)hydrazinyl)-2-morpholino-9H-purin-9-yl)phenol CC=1C=C(C=NNC2=C3N=CN(C3=NC(=N2)N2CCOCC2)C=2C=C(C=CC2)O)C=CC1